1-((2R,3R,4R,5R)-3-((tert-butyldimethylsilyl)oxy)-5-(((tert-butyldimethylsilyl)oxy)methyl)-4-(vinyloxy)tetrahydrofuran-2-yl)pyrimidine-2,4(1H,3H)-dione [Si](C)(C)(C(C)(C)C)O[C@H]1[C@@H](O[C@@H]([C@H]1OC=C)CO[Si](C)(C)C(C)(C)C)N1C(NC(C=C1)=O)=O